3-methyltriazen CNN=N